(E)-1-[4-(4-Hydroxypiperidin-1-yl)phenyl]-3-[4-[3-(trifluoromethyl)pyrazol-1-yl]phenyl]prop-2-en-1-one OC1CCN(CC1)C1=CC=C(C=C1)C(\C=C\C1=CC=C(C=C1)N1N=C(C=C1)C(F)(F)F)=O